C(C)(C)(C)OC(=O)N1CC2=C([C@@H](C1)C1=C(C=CC=C1)C=1C(=NN(C1)C)C(F)(F)F)C=C(S2)C#N.OCCC2NCCCC2 2-(2-hydroxyethyl)piperidine tert-butyl-(S)-2-cyano-4-(2-(1-methyl-3-(trifluoromethyl)-1H-pyrazol-4-yl)phenyl)-4,7-dihydrothieno[2,3-c]pyridine-6(5H)-carboxylate